r-fluorophenylalanine FN[C@H](CC1=CC=CC=C1)C(=O)O